C(C=C)SSCC=C 3-prop-2-enyldisulfanylprop-1-ene